1-(3-fluorophenyl)-2-{5-hydroxy-5-phenyl-octahydrocyclopenta[c]pyrrol-2-yl}ethan-1-one FC=1C=C(C=CC1)C(CN1CC2C(C1)CC(C2)(C2=CC=CC=C2)O)=O